COC1=C(C=CC(=C1)OC)CNC1=CN=NC2=CC(=CC=C12)C1=C(C=CC(=C1)B1OC(C(O1)(C)C)(C)C)NC(CCC(C)C)=O N-[2-[4-[(2,4-dimethoxyphenyl)methylamino]cinnolin-7-yl]-4-(4,4,5,5-tetramethyl-1,3,2-dioxaborolan-2-yl)phenyl]-4-methylpentanamide